FC1=CC=C(C=C1)N1CC(CCC1)C(=O)NC1=NC=C(C=C1)O (4-fluorophenyl)-N-(5-hydroxypyridin-2-yl)piperidine-3-carboxamide